Trans-4-((6-(1-methyl-1H-pyrazol-4-yl)isoquinolin-3-yl)carbamoyl)cyclohexane-1-carboxylic acid methyl ester COC(=O)[C@@H]1CC[C@H](CC1)C(NC=1N=CC2=CC=C(C=C2C1)C=1C=NN(C1)C)=O